5-(((trifluoro-methyl)-sulfonyl)oxy)-3,6-dihydropyridine-1(2H)-carboxylate FC(S(=O)(=O)OC1=CCCN(C1)C(=O)[O-])(F)F